6-[3-chloro-4-(2-hydroxy-2-methylpropoxy)-5-methylphenyl]-5-methyl-4,5-dihydro-2H-pyridazin-3-one ClC=1C=C(C=C(C1OCC(C)(C)O)C)C=1C(CC(NN1)=O)C